FC(C(C(C(F)(F)F)(F)F)(F)F)(F)C(C)O[Si](OCC)(OCC)CC (perfluorobutyl)ethyl-triethoxysilane